(1r,3R,5R,7S)-3-hydroxyadamantan OC12CC3CC(CC(C1)C3)C2